[Br-].C(CC)N1C(=[N+](C=C1)C)C 1-propyl-2,3-dimethylimidazolium bromide